triacontenoic acid C(C=CCCCCCCCCCCCCCCCCCCCCCCCCCCC)(=O)O